(S)-4-((3-(5-(4-Amino-4,6-dihydrospiro[cyclopenta[d]oxazol-5,4'-piperidin]-1'-yl)-6-(hydroxymethyl)pyrazin-2-yl)prop-2-yn-1-yl)oxy)benzamide N[C@@H]1C=2N=COC2CC12CCN(CC2)C=2N=CC(=NC2CO)C#CCOC2=CC=C(C(=O)N)C=C2